CC(C(=O)N1CC2(CCCC2)C(CC1)(O)CN1C=C(C(=CC1=O)C1=CC=CC=C1)C(=O)N(C)C)CC(C)C 1-((7-(2,4-dimethylpentanoyl)-10-hydroxy-7-azaspiro[4.5]decan-10-yl)methyl)-N,N-dimethyl-6-oxo-4-phenyl-1,6-dihydropyridine-3-carboxamide